CC(CCCC(=O)C(CC)(O)O)CCCC(CCCC(CCCC(C)C)C)C (5,9,13,17-tetramethyloctadecanoyl)propanediol